2-(3-fluorophenyl)-N-[(2R)-2-hydroxypropyl]-6-(4-methylphenyl)-3-oxo-2,3-dihydropyridazine-4-carboxamide FC=1C=C(C=CC1)N1N=C(C=C(C1=O)C(=O)NC[C@@H](C)O)C1=CC=C(C=C1)C